N-[5-fluoro-1H-pyrrolo[2,3-b]pyridin-3-yl]-5-phenyl-1,3-oxazol-2-amine FC=1C=C2C(=NC1)NC=C2NC=2OC(=CN2)C2=CC=CC=C2